CN1C2=C(C=3C=CC(=CC13)C=1C=NC(=CC1)OC1CC(C1)OC1CCNCC1)C=NC=C2 5-methyl-7-[6-[3-(4-piperidinyloxy)cyclobutoxy]-3-pyridinyl]pyrido[4,3-b]indole